OC(C([2H])([2H])[2H])(C([2H])([2H])[2H])C=1C(NC=CC1)=O 3-(2-hydroxypropan-2-yl-1,1,1,3,3,3-d6)pyridin-2(1H)-one